C(=O)([O-])[C@H](O)C(O)C(=O)[O-] R-tartrate